ClC1=CC=C2C(=NC(=NC2=C1)NC1=C(C=C(C=C1)F)F)NC1=NNC(=C1)C1CC1 7-Chloro-N4-(5-cyclopropyl-1H-pyrazol-3-yl)-N2-(2,4-difluorophenyl)quinazoline-2,4-diamine